((3,6-dichloro-2-methoxybenzoyl)oxy)benzimidoyl cyanide ClC=1C(=C(C(=O)OC2=C(C(=N)C#N)C=CC=C2)C(=CC1)Cl)OC